C1(CC1)C=1N=NNC1 4-cyclopropyltriazol